C[C@@H]1CNCC[C@@H]1C1=CC(=C(C=C1)OC(F)(F)F)C |r| racemic-cis-3-methyl-4-(3-methyl-4-(trifluoromethoxy)phenyl)piperidine